COC(C(C)(C)C)=O methyl-2,2-dimethyl-propanoate